N[C@H](C1CCN(CC1)C(C(CO)CO)=O)C1=C(C=C(C(=C1)Cl)Cl)O 1-[4-[(R)-amino(4,5-dichloro-2-hydroxyphenyl)methyl]piperidin-1-yl]-3-hydroxy-2-(hydroxymethyl)propan-1-one